FC=1C(=NC(=CC1)C(F)(F)F)C1CC2(C1)CCN(CC2)C(=O)OC(C)(C)C tert-butyl 2-(3-fluoro-6-(trifluoromethyl) pyridin-2-yl)-7-azaspiro[3.5]nonane-7-carboxylate